ethyl 4-bromocyclohex-3-enecarboxylate BrC1=CCC(CC1)C(=O)OCC